CC1=C(C=CC(=C1)C1=C2C(=NNC2=CC=C1)N)C=1CCCCC1 4-(2-methyl-2',3',4',5'-tetrahydro-[1,1'-biphenyl]-4-yl)-1H-indazol-3-amine